tert-butyl (1R,5S,6r)-6-(4-cyclohexyl-5-methyl-4H-1,2,4-triazol-3-yl)-3-azabicyclo[3.1.0]hexane-3-carboxylate C1(CCCCC1)N1C(=NN=C1C)C1[C@H]2CN(C[C@@H]12)C(=O)OC(C)(C)C